2,2,6,6-tetramethyl-4-(methylamino)hexahydropyridine CC1(NC(CC(C1)NC)(C)C)C